N-[1-[(2R,6S)-6-[[bis(4-methoxyphenyl)-phenyl-methoxy]methyl]-6-(triisopropyl-silyl-oxy-methyl)-1,4-dioxan-2-yl]-2-oxo-pyrimidin-4-yl]benzamide COC1=CC=C(C=C1)C(OC[C@@]1(COC[C@@H](O1)N1C(N=C(C=C1)NC(C1=CC=CC=C1)=O)=O)CO[Si](C(C)C)(C(C)C)C(C)C)(C1=CC=CC=C1)C1=CC=C(C=C1)OC